[Er].[Al].[Mg] magnesium aluminum erbium